N-Benzyl-4-morpholinopyrido[3',2':4,5]furo[3,2-d]pyrimidin-2-amine C(C1=CC=CC=C1)NC=1N=C(C2=C(N1)C1=C(O2)N=CC=C1)N1CCOCC1